F[B-](F)(F)F.F[B-](F)(F)F.C1(=CC=CC=C1)C1=CC(=NC2=CC=CC=C12)C1=NC=CC=C1 4-Phenyl-2-(pyridin-2-yl)quinoline bis(tetrafluoroborate)